4-(3-(3-cyclopropyl-4-(2-(piperazin-1-yl)ethoxy)phenyl)-4,4-dimethyl-5-oxo-2-thioxoimidazolidin-1-yl)-2-(trifluoromethyl)benzonitrile hydrochloride Cl.C1(CC1)C=1C=C(C=CC1OCCN1CCNCC1)N1C(N(C(C1(C)C)=O)C1=CC(=C(C#N)C=C1)C(F)(F)F)=S